nitrogen spiro[5.5]undecane C1CCCCC12CCCCC2.[N]